BrC=1C=CC2=C(NC(S2)=O)C1C 5-bromo-4-methylbenzo[d]thiazol-2(3H)-one